C(C)(C)(C)OC(=O)N1CC2(C1)CCC(CC2)NC2=CC=C1C(=NN(C1=C2)C)C2C(NC(CC2)=O)=O.N(=C=O)C(CC[Si](OC)(OC)C)C 3-isocyanatobutyl-methyl-dimethoxysilane tert-butyl-7-[[3-(2,6-dioxo-3-piperidyl)-1-methyl-indazol-6-yl]amino]-2-azaspiro[3.5]nonane-2-carboxylate